C(C)[C@]12CC[C@@](C[C@H]1CC[C@H]1[C@@H]3CCC[C@@H]([C@]3(CC[C@H]21)C)CN(C(C2=CC=CC=C2)=O)C)(C)O N-(((1S,4aS,4bS,6aR,8R,10aS,10bS,12aS)-10a-ethyl-8-hydroxy-8,12a-dimethyloctadecahydrochrysen-1-yl)methyl)-N-methylbenzamide